O=C(CC(=O)O)CCC(=O)O 3-ketoadipic acid